FC(C1=CC=C(C=C1)CC1CCN(CC1)C(=O)N1C[C@@H]2[C@H](OCC(N2)=O)CC1)(F)F (4aR,8aR)-6-[4-[[4-(trifluoromethyl)phenyl]methyl]piperidine-1-carbonyl]-4,4a,5,7,8,8a-hexahydropyrido[4,3-b][1,4]oxazin-3-one